tert-butyl 8-(2-(2-(3,4-dichlorophenyl)-2,2-difluoroacetyl)hydrazine-1-carbonyl)-2-(1-(trifluoromethyl)cyclopropane-1-carbonyl)-2,6-diazaspiro[3.4]octane-6-carboxylate ClC=1C=C(C=CC1Cl)C(C(=O)NNC(=O)C1CN(CC12CN(C2)C(=O)C2(CC2)C(F)(F)F)C(=O)OC(C)(C)C)(F)F